C12CN(CC2NC1)C(=O)C1=CC2=C(N(C(=N2)C2=CC=3C=4N2CCN(C4C=CC3)CCCO)CC3CC3)C(=C1)OC (3,6-diazabicyclo[3.2.0]hept-3-yl)(1-(cyclopropylmethyl)-2-(1-(3-hydroxypropyl)-2,3-dihydro-1H-pyrrolo[1,2,3-de]quinoxalin-5-yl)-7-methoxy-1H-benzo[d]imidazol-5-yl)methanone